5-fluoro-9-(1-methyl-1H-1,2,4-triazol-5-yl)-8-(2-oxo-2H-chromen-6-yl)-2,7,8,9-tetrahydro-3H-pyrido[4,3,2-DE]phthalazin-3-one FC=1C=C2C=3C(=NNC(C3C1)=O)C(C(N2)C=2C=C1C=CC(OC1=CC2)=O)C2=NC=NN2C